3-(9-(3-(2,4-dioxotetrahydropyrimidin-1(2H)-yl)-4-methoxybenzoyl)-3,9-diazaspiro[5.5]undec-3-yl)propionaldehyde O=C1N(CCC(N1)=O)C=1C=C(C(=O)N2CCC3(CCN(CC3)CCC=O)CC2)C=CC1OC